The molecule is a lipid A oxoanion obtained via deprotonation of the carboxy and phosphate OH groups of glucosyl-heptosyl-4-phosphoheptosyl-(KDO)2-lipid A It is a conjugate base of a glucosyl-heptosyl-4-phosphoheptosyl-(KDO)2-lipid A. CCCCCCCCCCCCCC(=O)O[C@H](CCCCCCCCCCC)CC(=O)O[C@@H]1[C@H]([C@@H](O[C@@H]([C@H]1OP(=O)([O-])[O-])CO[C@@]2(C[C@H]([C@H]([C@H](O2)[C@@H](CO)O)O[C@@H]3[C@H]([C@H]([C@@H]([C@H](O3)[C@H](CO)O)OP(=O)([O-])[O-])O[C@@H]4[C@H]([C@H]([C@@H]([C@H](O4)[C@H](CO)O)O)O[C@@H]5[C@@H]([C@H]([C@@H]([C@H](O5)CO)O)O)O)O)O)O[C@@]6(C[C@H]([C@H]([C@H](O6)[C@@H](CO)O)O)O)C(=O)[O-])C(=O)[O-])OC[C@@H]7[C@H]([C@@H]([C@H]([C@H](O7)OP(=O)([O-])[O-])NC(=O)C[C@@H](CCCCCCCCCCC)O)OC(=O)C[C@@H](CCCCCCCCCCC)O)O)NC(=O)C[C@@H](CCCCCCCCCCC)OC(=O)CCCCCCCCCCC